N5,N5-bis(4-methoxybenzyl)quinazoline-2,5-diamine COC1=CC=C(CN(C=2C=3C=NC(=NC3C=CC2)N)CC2=CC=C(C=C2)OC)C=C1